N-((1,2,3,5,6,7-Hexahydro-s-indacen-4-yl)carbamoyl)-1-(4-(trifluoromethyl)phenyl)methanesulfonamide, Sodium Salt [Na].C1CCC2=C(C=3CCCC3C=C12)NC(=O)NS(=O)(=O)CC1=CC=C(C=C1)C(F)(F)F